strontium (Z)-2-(bis(2-methoxyethyl)amino)-1-(dimethylamino)ethen-1-olate COCCN(\C=C(/[O-])\N(C)C)CCOC.[Sr+2].COCCN(CCOC)\C=C(/[O-])\N(C)C